(1R,3R,4R)-2-((R)-2-((3-chlorophenyl)amino)-3-cyclopropylpropanoyl)-N-((R)-1-cyano-2-((S)-2-oxopiperidin-3-yl)ethyl)-5,5-difluoro-2-azabicyclo[2.2.2]octane-3-carboxamide ClC=1C=C(C=CC1)N[C@@H](C(=O)N1[C@H]2CC([C@@H]([C@@H]1C(=O)N[C@H](C[C@H]1C(NCCC1)=O)C#N)CC2)(F)F)CC2CC2